NC([C@H](C[C@H]1C(NCC1)=O)NC(=O)[C@@H]1[C@H]2C([C@H]2CN1C([C@H](C(C)(C)C)NC(OC)=O)=O)(C)C)=O methyl {(2S)-1-[(1R,2S,5S)-2-({(2S)-1-amino-1-oxo-3-[(3S)-2-oxopyrrolidin-3-yl]propan-2-yl}carbamoyl)-6,6-dimethyl-3-azabicyclo[3.1.0]hexan-3-yl]-3,3-dimethyl-1-oxobutan-2-yl}carbamate